N-[3-Hydroxy-tetrahydropyran-4-yl]4-[4-(1-methyl-1H-pyrazol-4-yl)-benzyl]-pyrrolo[1,2-b]pyridazin-2-carboxamid OC1COCCC1NC(=O)C=1C=C(C=2N(N1)C=CC2)CC2=CC=C(C=C2)C=2C=NN(C2)C